bis(3-bromopropyl)succinate BrCCCOC(CCC(=O)OCCCBr)=O